N-[7-[2,4,6-triketo-5-[4-[4-(trifluoromethoxy)phenoxy]phenyl]hexahydropyrimidin-5-yl]-7-azaspiro[3.5]nonan-3-yl]carbamic acid tert-butyl ester C(C)(C)(C)OC(NC1CCC12CCN(CC2)C2(C(NC(NC2=O)=O)=O)C2=CC=C(C=C2)OC2=CC=C(C=C2)OC(F)(F)F)=O